N-(((2S,5R)-6-(benzyloxy)-7-oxo-1,6-diazabicyclo[3.2.1]octan-2-yl)(imino)methyl)-3-guanidinopropanamide C(C1=CC=CC=C1)ON1[C@@H]2CC[C@H](N(C1=O)C2)C(NC(CCNC(=N)N)=O)=N